(R)-4-fluoro-1-(2-fluorophenylmethyl)-N-(5-methyl-6-oxo-6,7,8,9-tetrahydro-5H-pyrazino[2,3-b]azepin-7-yl)-1H-pyrazole-3-carboxamide FC=1C(=NN(C1)CC1=C(C=CC=C1)F)C(=O)N[C@@H]1CCC2=C(N(C1=O)C)N=CC=N2